C(C)[C@]1(C(OCC=2C(N3CC=4C(=NC=5C=C(C(=C6C5C4[C@@](CC6)(C)OCCO)C)F)C3=CC21)=O)=O)O (1S,9S)-9-ethyl-5-fluoro-9-hydroxy-1-(2-hydroxyethoxy)-1,4-dimethyl-2,3,12,15-tetrahydrobenzo[de]pyrano[3',4':6,7]indolizino[1,2-b]quinoline-10,13(1H,9H)-dione